6-(3-Amino-8-azabicyclo[3.2.1]octane-8-carbonyl)-3-(3-hydroxy-4-methoxyphenyl)-4-methoxypyridine NC1CC2CCC(C1)N2C(=O)C2=CC(=C(C=N2)C2=CC(=C(C=C2)OC)O)OC